(4-amino-3-methyl-3H-pyrazolo[3,4-c]quinolin-8-yl)((3S)-3-(5-(trifluoromethyl)-2-pyridinyl)-4-morpholinyl)methanone NC1=NC=2C=CC(=CC2C2=C1N(N=C2)C)C(=O)N2[C@H](COCC2)C2=NC=C(C=C2)C(F)(F)F